1-acetyl-3-methyl-3-((naphthalene-2-sulfonyl)methyl)-5-phenyl-1,3-dihydro-2H-pyrrole C(C)(=O)N1CC(C=C1C1=CC=CC=C1)(CS(=O)(=O)C1=CC2=CC=CC=C2C=C1)C